6-benzyl-2-methyl-N-((2-methyloxazol-4-yl)methyl)-5-oxo-5,6-dihydro-1,6-naphthyridine-3-carboxamide C(C1=CC=CC=C1)N1C(C=2C=C(C(=NC2C=C1)C)C(=O)NCC=1N=C(OC1)C)=O